(Z)-1-(2-fluoro-4-(1-(5-(trifluoromethyl)pyridin-2-yl)-1H-imidazol-4-yl)phenyl)-3-(3-(5-methyl-2-(2,2,2-trifluoro-1-methoxyethyl)phenyl)-4-oxothiazolidin-2-ylidene)urea FC1=C(C=CC(=C1)C=1N=CN(C1)C1=NC=C(C=C1)C(F)(F)F)NC(=O)\N=C\1/SCC(N1C1=C(C=CC(=C1)C)C(C(F)(F)F)OC)=O